3-hexadecene-1,3-diol C(CC(=CCCCCCCCCCCCC)O)O